3-hydroxy-4,4-dimethoxy-piperidine-1-carboxylic acid tert-butyl ester C(C)(C)(C)OC(=O)N1CC(C(CC1)(OC)OC)O